lithium 4,5,6,7-tetracyano-2-pentafluoroethyl-benzimidazole salt C(#N)C1=C(C(=C(C=2N=C(NC21)C(C(F)(F)F)(F)F)C#N)C#N)C#N.[Li]